3-amino-N-(3-(4-aminopiperidin-1-yl)pyridin-2-yl)-6-(2-morpholinopyrimidin-4-yl)pyrazine-2-carboxamide NC=1C(=NC(=CN1)C1=NC(=NC=C1)N1CCOCC1)C(=O)NC1=NC=CC=C1N1CCC(CC1)N